C(CCCCCCCCC)OCOCCCC(CC(CC(CC(CC(CC(CC(CC(C)O)C)C)C)C)C)C)C 18-hydroxy-4,6,8,10,12,14,16-heptamethylnonadecyl decyloxymethyl ether